bromoacryl-lithium BrC=CC(=O)[Li]